BrCC1=CC(=C(C=C1)Cl)Cl 4-bromomethyl-1,2-dichlorobenzene